NC=1C(NC2=C3C(=C(C=C2C1C1=C2C=NNC2=C(C=C1)Cl)C1CC1)C=CC=C3)=O 3-amino-4-(7-chloro-1H-indazol-4-yl)-6-cyclopropyl-1H-benzo[h]quinolin-2-one